(R)-4-(3-(3-Aminopiperidin-1-carbonyl)-1-(chinolin-6-yl)-1H-pyrazol-5-yl)benzonitril N[C@H]1CN(CCC1)C(=O)C1=NN(C(=C1)C1=CC=C(C#N)C=C1)C=1C=C2C=CC=NC2=CC1